(S)-2-(3-Fluoro-6-methylsulfonylpyridin-2-yl)-1-[2-(6-fluorobenzo[d]isoxazol-3-yl)phenyl]ethan-1-amine FC=1C(=NC(=CC1)S(=O)(=O)C)C[C@H](N)C1=C(C=CC=C1)C1=NOC2=C1C=CC(=C2)F